C1=C(C=CC2=CC=CC=C12)C(=O)NC(=N)N 2-naphthoylguanidine